BrCCOC=1C=C(C(=C(C#N)C1)NC1CC(C1)(C)O)C(F)(F)F 5-(2-bromoethoxy)-2-{[(cis)-3-hydroxy-3-methylcyclobutyl]amino}-3-(trifluoromethyl)benzonitrile